C(#N)C1=CC(=NC=C1)N1C=C(C2=C1N=CN=C2N2C[C@H](N(C[C@@H]2C)C(=O)OC(CC)CC)C)C(F)(F)F Pentan-3-yl (2R,5S)-4-(7-(4-cyanopyridin-2-yl)-5-(trifluoromethyl)-7H-pyrrolo[2,3-d]pyrimidin-4-yl)-2,5-dimethylpiperazine-1-carboxylate